FC1=C(C(=C(C=C1C1=NC2=C(N1C1(CC1)C)C=CC=C2)OC)O)O 3-fluoro-6-methoxy-4-(1-(1-methylcyclopropyl)-1H-benzo[d]imidazol-2-yl)benzene-1,2-diol